3-(5-(1,8-naphthyridin-2-yl)pentanoylamino)-2-((benzyloxycarbonyl)amino)propanoic acid ethyl ester C(C)OC(C(CNC(CCCCC1=NC2=NC=CC=C2C=C1)=O)NC(=O)OCC1=CC=CC=C1)=O